methyl-{N-[3-(dimethylamino) propyl] decanoylamino} dodecanoate C(CCCCCCCCCCC)(=O)ON(C(CCCCCCCCCCCCN(C)C)=O)C